1-(4-(2-hydroxyethyl)piperazin-1-yl)ethan-1-one OCCN1CCN(CC1)C(C)=O